3-(1-(10H-phenothiazin-2-yl)vinyl)benzenesulfonamide C1=C(C=CC=2SC3=CC=CC=C3NC12)C(=C)C=1C=C(C=CC1)S(=O)(=O)N